CC1(NC(CC(C1)N(CCCCCCN(C=O)C1CC(NC(C1)(C)C)(C)C)C=O)(C)C)C bis(2,2,6,6-tetramethyl-4-piperidyl)-N,N'-diformylhexamethylenediamine